(5S)-3-{4-[(3-chloro-4-fluorophenyl)oxy]phenyl}-5-methyl-2,4-imidazolidinedione ClC=1C=C(C=CC1F)OC1=CC=C(C=C1)N1C(N[C@H](C1=O)C)=O